CC1=C(C=2N(C=C1C1=C(C=3N=C(SC3N1)N1[C@@H](CN(CC1)CC)C)C(C)C)N=CN2)C (R)-5-(7,8-dimethyl-[1,2,4]triazolo[1,5-a]pyridin-6-yl)-2-(4-ethyl-2-methylpiperazin-1-yl)-6-isopropyl-4H-pyrrolo[3,2-d]thiazole